Methyl 3-[3-(23,29-difluoro-6-methyl-10,13-dioxo-25-oxa-3,12,20,31-tetrazapentacyclo-[24.3.1.12,5.016,24.017,21]hentriaconta-1(30),2,4,16,18,21,23,26,28-nonaen-6-yl)phenyl]propanoate FC=1C=C2NC=CC2=C2CCC(NCC(CCCC(C3=CN=C(C=4C(=CC=C(OC12)C4)F)N3)(C)C=3C=C(C=CC3)CCC(=O)OC)=O)=O